ClC1=C(C#N)C=CC(=C1)N1CC2(C[C@H]1C)CCN(CC2)C2=CC=C(C=C2)C(=O)N2CCC(CC2)N2CCN(CC2)C2=CC(=CC=C2)N[C@@H]2C(NC(CC2)=O)=O 2-Chloro-4-((R)-8-(4-(4-(4-(3-(((S)-2,6-dioxo-piperidin-3-yl)amino)-phenyl)piperazin-1-yl)-piperidine-1-carbonyl)-phenyl)-3-methyl-2,8-diazaspiro[4.5]decan-2-yl)benzonitrile